1-(tert-Butyl) 3-methyl (3R,6R)-4-(6-bromo-1-methyl-3-nitro-2-oxo-1,2-dihydro-1,5-naphthyridin-4-yl)-6-methylpiperazine-1,3-dicarboxylate BrC=1N=C2C(=C(C(N(C2=CC1)C)=O)[N+](=O)[O-])N1[C@H](CN([C@@H](C1)C)C(=O)OC(C)(C)C)C(=O)OC